4-bromo-2-cyclopropoxy-5-fluorobenzonitrile BrC1=CC(=C(C#N)C=C1F)OC1CC1